1-tert-butyl-3-((R)-1-(2-((R)-1-hydroxyethyl)imidazo[4,5-d]pyrrolo[2,3-b]pyridin-1(6H)-yl)pyrrolidin-3-yl)urea C(C)(C)(C)NC(=O)N[C@H]1CN(CC1)N1C(=NC=2C1=C1C(=NC2)NC=C1)[C@@H](C)O